3,4-dichloro-2-methyl-indazole-5-carbaldehyde ClC=1N(N=C2C=CC(=C(C12)Cl)C=O)C